C[C@@H]1N(CCN(C1)C1COC1)C=1C=NC(=CC1)[N+](=O)[O-] (S)-2-methyl-1-(6-nitropyridin-3-yl)-4-(oxetan-3-yl)piperazine